3-[3-(2-hydroxyphenyl)-5H-pyrrolo[3,2-c]pyridazin-6-yl]azetidine-1-carboxylic acid tert-butyl ester C(C)(C)(C)OC(=O)N1CC(C1)C1=CC=2N=NC(=CC2N1)C1=C(C=CC=C1)O